4'-((2-butyl-4-oxo-1,3-diazaspiro[4.4]non-1-en-3-yl)methyl-d2)-N-(4-chloro-5-methylisoxazol-3-yl)-2'-(ethoxymethyl)-[1,1'-biphenyl]-2-sulfonamide isethionate salt S(=O)(=O)(O)CCO.C(CCC)C1=NC2(C(N1C(C1=CC(=C(C=C1)C=1C(=CC=CC1)S(=O)(=O)NC1=NOC(=C1Cl)C)COCC)([2H])[2H])=O)CCCC2